2-(2-((5-(1-aminoisoquinolin-7-yl)-2-cyclohexyl-2H-indazol-3-yl)methoxy)-4-methylphenyl)acetic acid NC1=NC=CC2=CC=C(C=C12)C1=CC2=C(N(N=C2C=C1)C1CCCCC1)COC1=C(C=CC(=C1)C)CC(=O)O